6-(tert-butylsulfonyl)-3-iodo-7-(2-(4-methylpiperazin-1-yl)ethoxy)imidazo[1,2-a]pyridine C(C)(C)(C)S(=O)(=O)C=1C(=CC=2N(C1)C(=CN2)I)OCCN2CCN(CC2)C